(S)-N-(3-amino-1-(hexylamino)-1-oxopropan-2-yl)heptanamide NC[C@@H](C(=O)NCCCCCC)NC(CCCCCC)=O